COC1=CC=C(CN(S(=O)(=O)C2=NN(C=C2)CCCC=C)CC2=CC=C(C=C2)OC)C=C1 N,N-bis(4-methoxybenzyl)-1-(pent-4-en-1-yl)-1H-pyrazole-3-sulfonamide